C(CCCCCCCCC(C)C)[N+](C)(C)[O-] iso-dodecyldimethylamine oxide